C(CCCCCCCCCCCCCCC)(=O)OC methyl palmitat